2,4,6-trioxaphosphorinane P1OCOCO1